CC(C(=O)NC)SCCSP(=O)(OC)OC The molecule is an organic thiophosphate that is N-methyl-2-[(2-sulfanylethyl)sulfanyl]propanamide in which the thiol group has been converted into the corresponding O,O-dimethyl thiophoshate. Formerly used as an insecticide and acaricide, it is no longer approved for use within the European Union. It has a role as an EC 3.1.1.7 (acetylcholinesterase) inhibitor, an acaricide, an agrochemical, an antibacterial agent and an antifungal agent. It is an organic thiophosphate and an organothiophosphate insecticide. It derives from a 2-((2-hydroxyethyl)sulfanyl)-N-methylpropionamide.